CC1(C(C(N(C1)C1=CC=CC=C1)=O)=C)CS(=O)(=O)C1=CC=C(C)C=C1 4-methyl-3-methylene-1-phenyl-4-(tosylmethyl)pyrrolidin-2-one